((7-(2-(4-(6-fluorobenzothiophen-4-yl)piperazin-1-yl)ethyl)-2-oxo-3,4-dihydroquinoline-1(2H)-yl)methyl)tert-butylmalonate FC1=CC2=C(C=CS2)C(=C1)N1CCN(CC1)CCC1=CC=C2CCC(N(C2=C1)CC(C(=O)[O-])(C(=O)[O-])C(C)(C)C)=O